C(C)OC(=O)CCCN[C@@H](CN1C(N(C(=C(C1=O)Br)C)CC1=C(C=CC=C1C(F)(F)F)F)=O)C1=CC=CC=C1 3-[2(R)-{ethoxycarbonylpropylamino}-2-phenylethyl]-5-bromo-1-[2-fluoro-6-(trifluoromethyl)benzyl]-6-methyl-pyrimidine-2,4(1H,3H)-dione